BrC=1C(=C2C=C(N=CC2=CC1)N)Cl 6-bromo-5-chloroisoquinolin-3-amine